C(CCC)C1CC12CNC(C2)C(NC2=NC(=CC=C2)Br)=O butyl-6-((6-bromopyridin-2-yl)carbamoyl)-5-azaspiro[2.4]heptane